C(=O)(O)C(C)C=1C(OC2=CC=CC=C2C1)O alpha-carboxyethyl-hydroxychromene